2-(4-bromophenyl)-7-fluoro-[1,2,4]triazolo[1,5-a]pyridine BrC1=CC=C(C=C1)C1=NN2C(C=C(C=C2)F)=N1